ClC1=CC=C(C(=N1)N)C1=CC=CC=C1 6-chloro-3-phenylpyridin-2-amine